CCCCCCCC(F)S(=O)(=O)O Fluorooctanesulfonic acid